2-chloro-N-[1-(4-chlorophenyl)-1H-indazol-4-yl]-5-{[(3-hydroxy-2,2-dimethylpropionyl)amino]methyl}benzamide ClC1=C(C(=O)NC2=C3C=NN(C3=CC=C2)C2=CC=C(C=C2)Cl)C=C(C=C1)CNC(C(CO)(C)C)=O